3-((3-butyl-7-(dimethylamino)-3-ethyl-1,1-dioxido-5-phenyl-2,3,4,5-tetrahydro-1,2,5-benzothiadiazepin-8-yl)oxy)propanoic acid C(CCC)C1(NS(C2=C(N(C1)C1=CC=CC=C1)C=C(C(=C2)OCCC(=O)O)N(C)C)(=O)=O)CC